C(C)(C)(C)OC(=O)N[C@@H](CCCCN)C(=O)NCCC(=O)OC(C)(C)C tert-butyl N2-(tert-butoxycarbonyl)-L-lysyl-beta-alaninate